N1(N=NN=C1)CC1(CCC(CC1)N1C=C(C2=C1N=CN=C2N)C2=CC=C(C=C2)OC2=CC=CC=C2)O 1-((1H-Tetrazol-1-yl)methyl)-4-(4-amino-5-(4-phenoxyphenyl)-7H-pyrrolo[2,3-d]pyrimidin-7-yl)cyclohexanol